1-(3-(Benzyloxy)benzyl)cyclopropyl ((S)-4-methyl-1-oxo-1-(((S)-1-oxo-3-((S)-2-oxopyrrolidin-3-yl)propan-2-yl)amino)pentan-2-yl)carbamate CC(C[C@@H](C(N[C@H](C=O)C[C@H]1C(NCC1)=O)=O)NC(OC1(CC1)CC1=CC(=CC=C1)OCC1=CC=CC=C1)=O)C